N1C=NC2=C1C=CC=C2 1H-BENZO[D]IMIDAZOLE